COC1=C(C=C(C=N1)N1N=C(C2=C1CCOCC2)OCC2CCN(CC2)C(=O)OC(C)(C)C)C tert-Butyl 4-(((1-(6-methoxy-5-methylpyridin-3-yl)-4,5,7,8-tetrahydro-1H-oxepino[4,5-c]pyrazol-3-yl)oxy)methyl)piperidine-1-carboxylate